FC1=C(C=C(C=C1C(C)C)CC(=O)NS(N(C[C@H]1N(CCC1)C)C=1C=NN(C1)C)(=O)=O)C(C)C 2-[4-Fluoro-3,5-bis(propan-2-yl)phenyl]-N-[(1-methyl-1H-pyrazol-4-yl)({[(2S)-1-methylpyrrolidin-2-yl]methyl})sulfamoyl]acetamide